C(#N)C=1C=NN(C1)C1C(CC1)C=1NC(C2=C(N1)N(N=C2C#N)C(C)C=2C=NC(=CC2)C(F)(F)F)=O 6-(2-(4-Cyano-1H-pyrazol-1-yl)cyclobutyl)-4-oxo-1-(1-(6-(trifluoromethyl)pyridin-3-yl)ethyl)-4,5-dihydro-1H-pyrazolo[3,4-d]pyrimidin-3-carbonitril